COC1=CC=C(C=N1)CNC[C@H]1CN(CCC1)S(=O)(=O)C=1C=NC(=CC1)N1CCOCC1 (s)-1-(6-Methoxypyridin-3-yl)-N-((1-((6-morpholinopyridin-3-yl)sulfonyl)piperidin-3-yl)methyl)methanamine